C(CCCCCCC)OC=O formic acid octyl ester